2-(Pyridin-3-yl)-N-(6-(4-(5-(2-(2,3,6-trifluorophenyl)acetamido)-1,3,4-thiadiazol-2-yl)piperidin-1-yl)pyridazin-3-yl)acetamide N1=CC(=CC=C1)CC(=O)NC=1N=NC(=CC1)N1CCC(CC1)C=1SC(=NN1)NC(CC1=C(C(=CC=C1F)F)F)=O